C1(CC1)C=1C=CC=2N(N1)C(=CN2)C2=CC=CC(=N2)N[C@@H]2[C@H](CNC2)O (3S,4S)-4-((6-(6-cyclopropylimidazo[1,2-b]pyridazin-3-yl)pyridin-2-yl)amino)pyrrolidin-3-ol